S=C1NC(CC(N1)=O)=O 2-Thioxodihydropyrimidine-4,6(1H,5H)-dione